(S)-pyrrolidin-3-ylmethanol N1C[C@H](CC1)CO